4-isopropyl-7-methyl-6-(4,4,5,5-tetramethyl-1,3,2-dioxaborolan-2-yl)thieno[3,2-c]pyridazine C(C)(C)C=1C2=C(N=NC1)C(=C(S2)B2OC(C(O2)(C)C)(C)C)C